NC1=CC(=C(COCCN(C(OC(C)(C)C)=O)C)C=C1)Cl tert-Butyl (2-((4-amino-2-chlorobenzyl)oxy)ethyl)(methyl)carbamate